COC(=O)C1=CC2=C(N(C(N2C)=O)C)C=C1Cl 6-chloro-1,3-dimethyl-2-oxo-2,3-dihydro-1H-benzo[d]imidazole-5-carboxylic acid methyl ester